Ethyl (E)-3-(2-cyclopropylquinolin-7-yl)acrylate C1(CC1)C1=NC2=CC(=CC=C2C=C1)/C=C/C(=O)OCC